adenosine trisphosphate P(=O)(O)(O)O[C@H]1[C@@H](O[C@@H]([C@H]1OP(=O)(O)O)COP(=O)(O)O)N1C=NC=2C(N)=NC=NC12